C1(=C(C=CC=C1)N(C1=CC=2C(C3=CC=CC=C3C2C=C1)(C)C)C1=CC(CC(=C1)C1=CC=CC(=C1)C(C)(C)C)(C1=CC(=CC(=C1)C(C)(C)C)C(C)(C)C)C(C)(C)C)C1=CC=CC=C1 N-(1,1'-biphenyl-2-yl)-N-(3,3'',5',5''-tetra-t-butyl-1,1':3,1''-terphenyl-5-yl)-9,9-dimethyl-9H-fluoren-2-amine